C(C)(C)(C)OC(=O)N1C=CC2=C(C(=CC(=C12)C)OS(=O)(=O)C(F)(F)F)CN1[C@@H](C[C@@H](CC1)C1CC1)C1=CC=C(C=C1)C(=O)OC 4-(((2S,4R)-4-cyclopropyl-2-(4-(methoxycarbonyl)phenyl)piperidin-1-yl)methyl)-7-methyl-5-(((Trifluoromethyl)sulfonyl)oxy)-1H-indole-1-carboxylic acid tert-butyl ester